FC=1C=C(C=CC1)C=1N=C(C=2OCCNC2N1)NCCC1=CNC2=CC=CC=C12 (3-fluorophenyl)N-[2-(1H-indol-3-yl)ethyl]-7,8-dihydro-6H-pyrimido[5,4-b][1,4]oxazin-4-amine